NC=1C=C2C(=C3C(NC(C13)C1=C(C=CC(=C1)F)Cl)=O)NC(N2)=O 5-amino-6-(2-chloro-5-fluorophenyl)-1,2,3,6,7,8-hexahydroimidazo[4,5-e]isoindole-2,8-dione